C(C(C)=C)OC=1C(=C(C=CC1)S(=O)(=O)O)OCC(C)=C Methallyloxy(Methallyloxy)benzenesulfonic acid